(R,Z)-1-(3-((5-(4,4,4-Trifluoro-1-(3-fluoro-1H-indazol-5-yl)-2-phenylbut-1-en-1-yl)pyridin-2-yl)oxy)piperidin-1-yl)but-2-yn-1-one FC(C/C(=C(\C=1C=C2C(=NNC2=CC1)F)/C=1C=CC(=NC1)O[C@H]1CN(CCC1)C(C#CC)=O)/C1=CC=CC=C1)(F)F